COC=1C=C2C=CCN(C2=CC1)CC1=CC=C(C=C1)OC 6-methoxy-1-[(4-methoxyphenyl)methyl]quinoline